CC1(C(CNCC1)NC1=CC=CC(=N1)C1=CN=C2N1C=C(C=C2)C=2C=NN(C2)CC(C)(O)C)C 1-(4-(3-(6-((4,4-dimethyl-piperidin-3-yl)amino)-pyridin-2-yl)imidazo[1,2-a]pyridin-6-yl)-1H-pyrazol-1-yl)-2-methyl-propan-2-ol